2-amino-2-(hydroxymethyl)propane-1,3-diol 3-(5-chloro-6-ethoxy-2-oxobenzo[d]oxazol-3(2H)-yl)propanoate ClC=1C(=CC2=C(N(C(O2)=O)C(C(=O)OCC(CO)(CO)N)C)C1)OCC